BrC1=NN=C(C2=CC=CC=C12)C 1-bromo-4-methyl-phthalazine